(6-bromo-2-pyridyl)-N-[(2,4-dimethoxyphenyl)methyl]Ethylamine BrC1=CC=CC(=N1)N(CC1=C(C=C(C=C1)OC)OC)CC